ClC1=C(C=C(C=C1)O)C1=CC2=C(N=C(N=C2)NC)N2C1=NN=C2 4-chloro-3-(2-(methylamino)-[1,2,4]triazolo[4',3':1,6]pyrido[2,3-d]pyrimidin-6-yl)phenol